CC1=C(OC2=CC=C(C=C2)C=2N=C(N3C2C=NC=C3)[C@H]3N(CCC3)C(C=C)=O)C=CC=C1C (S)-1-(2-(1-(4-(2,3-dimethylphenoxy)phenyl)imidazo[1,5-a]pyrazin-3-yl)pyrrolidin-1-yl)prop-2-en-1-one